3-chloro-6-(2,2-Difluoroethyl)-2-(2,3,6-trifluorobenzyl)-2,4,5,6-tetrahydro-7H-pyrazolo[3,4-c]pyridin-7-one ClC=1N(N=C2C(N(CCC21)CC(F)F)=O)CC2=C(C(=CC=C2F)F)F